BrC=1C=C2C(=CN(C2=CC1)C(CCP(O)(O)=O)=O)/C(=C/C1=C(C=CC(=C1)C#N)OC)/C#N (Z)-3-(5-bromo-3-(1-cyano-2-(5-cyano-2-methoxyphenyl)vinyl)-1H-indol-1-yl)-3-oxopropylphosphonic acid